ClC1=C(C=C(C(=C1)F)[N+](=O)[O-])C=1C(=NC(=NC1)N)C1=CN(C2=CC=CC=C12)C (2-chloro-4-fluoro-5-nitrophenyl)-4-(1-methyl-1H-indol-3-yl)pyrimidin-2-amine